(1-(4-(6-formyl-5-hydroxypyridin-2-yl)butyl)piperidin-3-yl)carbamic acid tert-butyl ester C(C)(C)(C)OC(NC1CN(CCC1)CCCCC1=NC(=C(C=C1)O)C=O)=O